CC(CCCCCC)NC1=CC=C(C=C1)NC(CCCCCC)C N,N'-bis(1-methylheptyl)p-phenylenediamine